2-Methoxy-N-(4-(1-(trifluoromethyl)cyclopropyl)butyl)-1H-imidazole-1-carboxamide COC=1N(C=CN1)C(=O)NCCCCC1(CC1)C(F)(F)F